1-(5-(4-fluorobenzyl)-9,9-dimethyl-8,9-dihydro-7H-pyrrolo[3,2-c][1,2,4]triazolo[4,3-a]pyridin-7-yl)-2-((2R,5R)-5-methyl-2-(((R)-3-methylmorpholino)methyl)piperazin-1-yl)ethan-1-one FC1=CC=C(CC2=CC3=C(C=4N2C=NN4)C(CN3C(CN3[C@H](CN[C@@H](C3)C)CN3[C@@H](COCC3)C)=O)(C)C)C=C1